CC1OC(C(CNC1)=O)C 2,7-dimethyl-6-oxo-1,2,3,5,6,7-hexahydro-[1,4]oxazepine